8-Chloro-N-(4'-chloro-[1,1'-biphenyl]-3-yl)-N-methyl-[1,2,4]triazolo[4,3-a]quinazolin-5-amine ClC1=CC=C2C(=NC=3N(C2=C1)C=NN3)N(C)C=3C=C(C=CC3)C3=CC=C(C=C3)Cl